C(C)(C)(C)NS(=O)(=O)C=1C=C(OCCN(C(OC(C)(C)C)=O)C)C=CC1C1=CN=C(S1)[C@@H]1CC[C@H](CC1)NC(=O)OC(C)C tert-butyl (2-(3-(N-(tert-butyl)sulfamoyl)-4-(2-(trans-4-((isopropoxy carbonyl)amino)cyclohexyl)thiazol-5-yl)phenoxy)ethyl)(methyl)carbamate